2-methoxy-4,9-dimethyl-6(5H)-phenanthridinone hydrochloride Cl.COC1=CC=2C3=CC(=CC=C3C(NC2C(=C1)C)=O)C